5-(4-(4,4,5,5-tetramethyl-1,3,2-dioxaborolan-2-yl)phenyl)pyrrolidin-2-one CC1(OB(OC1(C)C)C1=CC=C(C=C1)C1CCC(N1)=O)C